C1(CC1)CNC1=C2C=C(N=CC2=CC(=N1)C1=C(C(=CC(=C1Cl)OC)OC)Cl)N[C@H]1[C@H](CN(C1)C=1C=NN(C1)C)NC(C=C)=O N-((3S,4R)-4-((5-((cyclopropylmethyl)amino)-7-(2,6-dichloro-3,5-dimethoxy-phenyl)-2,6-naphthyridin-3-yl)amino)-1-(1-methyl-1H-pyrazol-4-yl)pyrrolidin-3-yl)acrylamide